C(C)(C)(C)P(C1=CC(=CC(=C1)OCC)OCC)C(C)(C)C di(tert-butyl)(3,5-diethoxyphenyl)phosphine